3-pentyloctyl 6-[3-[2-[2-[2-[2-(2-hydroxyethoxy)ethoxy]ethoxy]ethoxy]ethyl-octyl-amino]-3-oxo-2-[6-oxo-6-(3-pentyloctoxy)hexoxy]propoxy]hexanoate OCCOCCOCCOCCOCCN(C(C(COCCCCCC(=O)OCCC(CCCCC)CCCCC)OCCCCCC(OCCC(CCCCC)CCCCC)=O)=O)CCCCCCCC